7-benzyl-1,3,4,5,6,8-hexahydro-1,7-naphthyridin-2-one C(C1=CC=CC=C1)N1CCC=2CCC(NC2C1)=O